N-[(6-{1-[(cyclohexyl-methyl)amino]ethyl}imidazo[1,2-a]pyridin-2-yl)methyl]-4-oxo-4H-pyrido[1,2-a]pyrimidine-2-carboxamide C1(CCCCC1)CNC(C)C=1C=CC=2N(C1)C=C(N2)CNC(=O)C=2N=C1N(C(C2)=O)C=CC=C1